ClC1=CC=C(C=C1)C1=CC=C(S1)CC(=O)NC1=CC=C(C=C1)F 2-(5-(4-chlorophenyl)thiophen-2-yl)-N-(4-fluorophenyl)acetamide